BrC=1C2=C(C(=NC1N)N1CCC(CC1)(F)F)CCC2 4-bromo-1-(4,4-difluoropiperidin-1-yl)-6,7-dihydro-5H-cyclopenta[c]pyridin-3-amine